COC=1C=C2C=CN(C2=CC1)C1=CC=CC=C1 5-methoxy-1-phenyl-1H-indole